C(C)C1(CCN(CC1)C1=C(C(N(C2=CC=CC=C12)C)=O)C#N)C=1OC2=C(N1)C=C(C=C2)C 4-[4-Ethyl-4-(5-methyl-1,3-benzooxazol-2-yl)piperidin-1-yl]-1-methyl-2-oxo-1,2-dihydroquinoline-3-carbonitrile